4-hexenol acetate C(C)(=O)OCCCC=CC